N-(2,6-dioxopiperidin-3-yl)picolinamide Methyl-5-((S)-2-((S)-2-((tert-Butoxycarbonyl)amino)-3-methylbutanamido)propanamido)-2-ethynylbenzoate COC(C1=C(C=CC(=C1)NC([C@H](C)NC([C@H](C(C)C)NC(=O)OC(C)(C)C)=O)=O)C#C)=O.O=C1NC(CCC1NC(C1=NC=CC=C1)=O)=O